(4,4-difluoropiperidin-1-yl)-N,N-bis(4-methoxybenzyl)-4-(1-methyl-1H-pyrazol-4-yl)pyridin-2-amine FC1(CCN(CC1)C=1C(=NC=CC1C=1C=NN(C1)C)N(CC1=CC=C(C=C1)OC)CC1=CC=C(C=C1)OC)F